3-(7-(4-((3-oxa-7,9-diazabicyclo[3.3.1]non-7-yl)methyl)piperidin-1-yl)-1-methyl-1H-indazol-3-yl)piperidine-2,6-dione C12COCC(CN(C1)CC1CCN(CC1)C=1C=CC=C3C(=NN(C13)C)C1C(NC(CC1)=O)=O)N2